Boc-4-chloro-L-phenylalanine C(=O)(OC(C)(C)C)N[C@@H](CC1=CC=C(C=C1)Cl)C(=O)O